NCCCNC 3-Amino-1-(methylamino)-propane